BrC1=CN=C2N1N=C(C=C2)NCCCO 3-((3-bromoimidazo[1,2-b]pyridazin-6-yl)amino)propan-1-ol